FC(CN1N=NC2=C1C=C(C=C2)C=2C=CN1N=C(N=C(C12)OC)N[C@@H]1[C@@H](CN(CC1)C(CO)=O)F)(C)F 1-((3R,4S)-4-((5-(1-(2,2-difluoropropyl)-1H-benzo[d][1,2,3]triazol-6-yl)-4-methoxypyrrolo[2,1-f][1,2,4]triazin-2-yl)amino)-3-fluoropiperidin-1-yl)-2-hydroxyethan-1-one